Diglycidyl-barbituric acid C(C1CO1)C1(C(NC(NC1=O)=O)=O)CC1CO1